decanediol dimethacrylate CCCCCCCCCC(OC(=O)C(=C)C)OC(=O)C(=C)C